3-(3-fluorophenyl)-6-{[2-(1-methylpyrazol-4-yl)-4-pyridyl]oxy}quinazolin-4-one FC=1C=C(C=CC1)N1C=NC2=CC=C(C=C2C1=O)OC1=CC(=NC=C1)C=1C=NN(C1)C